Methyl 5-hydroxy-2-oxo-1-(quinolin-3-ylmethyl)-2,3-dihydro-1H-benzo[b]azepine-4-carboxylate OC=1C2=C(N(C(CC1C(=O)OC)=O)CC=1C=NC3=CC=CC=C3C1)C=CC=C2